FC1(CCN(CC1)C(=O)C1=CC=C(C=C1)C=1C=C2CCN(C(C2=CC1)=O)C=1C=CC(=C(C1)NS(=O)(=O)C)OCOCCOC)F N-(5-(6-(4-(4,4-difluoropiperidine-1-carbonyl)phenyl)-1-oxo-3,4-dihydroisoquinolin-2(1H)-yl)-2-((2-methoxyethoxy)methoxy)phenyl)methanesulfonamide